CC=1OC=C(N1)CC(=O)OCC ethyl 2-(2-methyloxazol-4-yl)acetate